3-(5-((4-fluorophenyl)sulfonyl)-4,5,6,7-tetrahydrothieno[3,2-c]pyridin-2-yl)-5-(trifluoromethyl)-1,2,4-oxadiazole FC1=CC=C(C=C1)S(=O)(=O)N1CC2=C(CC1)SC(=C2)C2=NOC(=N2)C(F)(F)F